Cl.NCC1=C(C(=CC(=C1)C1=CC=CC=C1)C(F)(F)F)SC1=C(C=CC=C1)C[O-] (2-{[2-(aminomethyl)-4-phenyl-6-(trifluoromethyl)phenyl]sulfanyl}phenyl)methoxide hydrochloride